rac-(3aR,6aR)-5-[2-methyl-6-(trifluoromethyl)pyridin-3-yl]sulfonyl-2-(oxan-4-yl)-1,3,3a,4,6,6a-hexahydropyrrolo[3,4-c]pyrrole CC1=NC(=CC=C1S(=O)(=O)N1C[C@@H]2[C@@H](C1)CN(C2)C2CCOCC2)C(F)(F)F |r|